ClC1=C2CN(C(C2=C(C=C1)NC1=NC(=CC(=C1)C1CCOCC1)CN(C)C)=O)C(=O)OC(C)(C)C tert-butyl 4-chloro-7-((6-((dimethylamino) methyl)-4-(tetrahydro-2H-pyran-4-yl) pyridin-2-yl) amino)-1-oxoisoindoline-2-carboxylate